C1(CCC1)OC1=C(C(=O)O)C(=CC(=C1)C1=NC=NC(=C1)NCCC=1C2=C(SC1C)C(=CC=C2F)OC)F 2-Cyclobutoxy-6-fluoro-4-{6-[2-(4-fluoro-7-methoxy-2-methyl-benzo[b]thiophen-3-yl)-ethylamino]-pyrimidin-4-yl}-benzoic acid